C1=C(C=CC2=CC=CC=C12)C=1C=CC=C2C(=CNC12)CN1CCOCC1 ((7-(naphthalen-2-yl)-1H-indol-3-yl)methyl)morpholine